FC(C=1C=C(OC[C@H](C)N2CCC3(CC2)C(NC2=CC=C(C=C23)C#N)=O)C=CC1S(=O)(=O)C)F 1'-[(2S)-1-[3-(difluoromethyl)-4-methanesulfonylphenoxy]propan-2-yl]-2-oxo-1,2-dihydrospiro[indole-3,4'-piperidine]-5-carbonitrile